3-fluoro-4-(piperidin-4-yl)phenol hydrochloride Cl.FC=1C=C(C=CC1C1CCNCC1)O